N-(phenyl-(4-(trifluoromethyl)phenyl)methyl)propenamide C1(=CC=CC=C1)C(NC(C=C)=O)C1=CC=C(C=C1)C(F)(F)F